3-hydroxyprop-1-yn OCC#C